3-((4-methoxybenzyl)thio)-1-(2,2,2-trifluoroethyl)-1H-indazole COC1=CC=C(CSC2=NN(C3=CC=CC=C23)CC(F)(F)F)C=C1